5-amino-3-(2-(3-fluorophenyl)-4-methoxyquinolin-7-yl)-1-((1s,3s)-3-hydroxy-3-methylcyclobutyl)-1H-pyrazole-4-carboxamide NC1=C(C(=NN1C1CC(C1)(C)O)C1=CC=C2C(=CC(=NC2=C1)C1=CC(=CC=C1)F)OC)C(=O)N